Trans-N-(4-ethoxycyclohexyl)carbamic acid tert-butyl ester C(C)(C)(C)OC(N[C@@H]1CC[C@H](CC1)OCC)=O